CC1CCN(CC1)C1=CC=C2N=C3C(C4=C(C(C3=NC2=C1)=O)N=CC=C4)=O 9-(4-Methylpiperidin-1-yl)pyrido[2,3-b]phenazin-5,12-dion